C12CN(CC(CC1)N2)C=2C=C1CN(C(C1=CC2F)=O)C2CNCCC2 3-(5-(3,8-diazabicyclo[3.2.1]octan-3-yl)-6-fluoro-1-oxoisoindoline-2-yl)piperidine